C1(CCCCC1)[C@@]1(C2(CC(C1)(C2)C2=CC=CC=C2)C(=O)C2=CC1=CC=CC=C1C=C2)C2=NC=CC=C2 ((1S,2S,4R)-2-cyclohexyl-4-phenyl-2-(pyridin-2-yl)bicyclo[2.1.1]hexan-1-yl)(naphthalen-2-yl)methanone